C(CCCCCCC\C=C/C\C=C/C\C=C/CC)(=O)OCC(COC(CCCCCCC\C=C/C\C=C/C\C=C/CC)=O)(COC(CCCCCCC\C=C/C\C=C/C\C=C\CC)=O)NCCC(=O)O 3-((1,3-bis(((9Z,12Z,15Z)-octadeca-9,12,15-trienoyl)oxy)-2-((((9Z,12Z,15E)-octadeca-9,12,15-trienoyl)oxy)methyl)propan-2-yl)amino)propanoic acid